1-(tri-ethylsilyl)butane-1,3-dione C(C)[Si](C(CC(C)=O)=O)(CC)CC